3-{[(3R,4R)-4-Methyl-2-(2-methyl-5-phenyl-1,3-thiazol-4-carbonyl)-2-azabicyclo[3.1.1]heptan-3-yl]methoxy}isochinolin C[C@H]1[C@@H](N(C2CC1C2)C(=O)C=2N=C(SC2C2=CC=CC=C2)C)COC=2N=CC1=CC=CC=C1C2